4-(2-hydroxyethyl)-2,2-dimethyl-1,3-dioxolane OCCC1OC(OC1)(C)C